ethyl 1-(pyridin-2-yl)-1H-pyrazole-4-carboxylate N1=C(C=CC=C1)N1N=CC(=C1)C(=O)OCC